FCC1(OC=2C=C(C=CC2C=2N=C(SC21)N)C(F)(F)F)CF 4,4-bis(fluoromethyl)-7-(trifluoromethyl)-4H-chromeno[4,3-d]thiazol-2-amine